C(C)(C)(C)OC(N(C)CC1=CC(=NC(=C1)Cl)Cl)=O ((2,6-dichloropyridin-4-yl)methyl)(methyl)carbamic acid tert-butyl ester